((1R,3R,5R)-3-ethynyl-2-azabicyclo[3.1.0]hexane-2-yl)(1-fluorocyclopropyl)methanone C(#C)[C@@H]1N([C@@H]2C[C@@H]2C1)C(=O)C1(CC1)F